rel-(R)-N-Methyl-1-(5-(pyrimidin-5-yl)isochroman-1-yl)methanamine hydrochloride salt Cl.CNC[C@@H]1OCCC2=C(C=CC=C12)C=1C=NC=NC1 |o1:4|